ClC=1C(=NC(=NC1)NC1=C(C=C(C=C1)N1CCN(CC1)C)OC)NC=1C(=NC=CC1)N1C(CCC1)=O 1-(3-((5-chloro-2-((2-methoxy-4-(4-methylpiperazin-1-yl)phenyl)amino)pyrimidin-4-yl)amino)pyridin-2-yl)pyrrolidin-2-one